OC=1C=C(C(=O)NN)C=C(C1O)O 3,4,5-trihydroxybenzoyl-hydrazine